C1(CCCC1)N1N=CC2=CC=C(C=C12)[N+](=O)[O-] 1-cyclopentyl-6-nitro-1H-indazole